N-[2-[[4-[3-(4-methoxy-1-piperidinyl)phenyl]thiazol-2-yl]amino]-2-oxo-ethyl]-1-methylsulfonyl-pyrrole-3-carboxamide COC1CCN(CC1)C=1C=C(C=CC1)C=1N=C(SC1)NC(CNC(=O)C1=CN(C=C1)S(=O)(=O)C)=O